C1NC(CC12CCCNC2)=O 2,9-diazaspiro[4.5]decan-3-one